BrC=1C=C(C=CC1NC1=NC=C(C=C1)C(F)(F)F)S(=O)(=O)N(CC1=CC=C(C=C1)OC)CC 3-Bromo-N-ethyl-N-[(4-methoxyphenyl)methyl]-4-[[5-(trifluoromethyl)-2-pyridyl]amino]benzenesulfonamide